NC=1C=C(C=CC1F)C(N[S@](=O)C(C)(C)C)C1=CC=CC=C1 (R)-N-((3-amino-4-fluorophenyl)(phenyl)methyl)-2-methylpropane-2-sulfinamide